(S)-2-(N-[4-Amino-5-(pyridin-4-carbonyl)thiazol-2-yl]-4-chloro-3-fluoroanilino)propanamid NC=1N=C(SC1C(=O)C1=CC=NC=C1)N(C1=CC(=C(C=C1)Cl)F)[C@H](C(=O)N)C